FC(C1=NN(C=C1N1N=NC(=C1)C1=NNC=C1)C1CC(NCC1)(C)C)F 3-(1-(3-(Difluoromethyl)-1-(2,2-dimethylpiperidin-4-yl)-1H-pyrazol-4-yl)-1,2,3-triazol-4-yl)pyrazole